(S)-(4-bromophenyl)(3-(methylamino)pyrrolidin-1-yl)methanone BrC1=CC=C(C=C1)C(=O)N1C[C@H](CC1)NC